cyanopiperazine-1-carboxylate C(#N)OC(=O)N1CCNCC1